NC1=C2C(=NC=N1)N(N=C2I)C(C)C=2C=C1N(C(C2C2=CC=CC=C2)=O)C(=CS1)C 7-(1-(4-amino-3-iodo-1H-pyrazolo[3,4-d]pyrimidin-1-yl)ethyl)-3-methyl-6-phenyl-5H-thiazolo[3,2-a]pyridin-5-one